4-cyclopropyl-3-(N-(2-(thiophen-2-yl)-5-(trifluoromethyl)phenyl)sulfamoyl)benzoic Acid C1(CC1)C1=C(C=C(C(=O)O)C=C1)S(NC1=C(C=CC(=C1)C(F)(F)F)C=1SC=CC1)(=O)=O